ClCC1=C(C=C(C=N1)NC(=O)C=1C(=NN(C1)C1=CC=C(C=C1)F)C)OC(F)F N-[6-(chloromethyl)-5-(difluoromethoxy)pyridin-3-yl]-1-(4-fluorophenyl)-3-methyl-1H-pyrazole-4-carboxamide